L-tyrosine methyl ester COC([C@@H](N)CC1=CC=C(C=C1)O)=O